(5-(4-hydroxyphenyl)imidazo[1,2-a]pyridin-2-yl)cyclopropanecarboxamide OC1=CC=C(C=C1)C1=CC=CC=2N1C=C(N2)C2(CC2)C(=O)N